COC=1C=2N(C=C(C1)NC(=O)C1=CC=C(C3=CN(N=C13)C)N1CCN(CC1)C(=O)OC(C)(C)C)C(=C(N2)C)C tert-butyl 4-[7-[(8-methoxy-2,3-dimethyl-imidazo[1,2-a]pyridin-6-yl)carbamoyl]-2-methyl-indazol-4-yl]piperazine-1-carboxylate